N-tert.-Butyl-4-[[2-[4-[(tert.-Butylamino)methyl]-5-chloro-2-hydroxyphenyl]acetyl]amino]pyridin C(C)(C)(C)N1CC=C(C=C1)NC(CC1=C(C=C(C(=C1)Cl)CNC(C)(C)C)O)=O